O1CC(C1)OC(=O)N1CC=2C=C(C(NC2CC1)=O)C(NC\C=C\S(=O)(=O)C1=CC=CC=C1)=O 3-{[(2E)-3-(benzenesulfonyl)prop-2-en-1-yl]carbamoyl}-2-oxo-1,2,5,6,7,8-hexahydro-1,6-naphthyridine-6-carboxylic acid oxetan-3-yl ester